2-((2-((4-(4-aminopiperidin-1-yl)-2-methoxyphenyl)amino)-5-(trifluoromethyl)pyridin-4-yl)amino)-N-methylbenzamide NC1CCN(CC1)C1=CC(=C(C=C1)NC1=NC=C(C(=C1)NC1=C(C(=O)NC)C=CC=C1)C(F)(F)F)OC